4-((4-cyclopropyl-5-fluoro-2-(N-methyl-methanesulfonamido)phenyl)amino)-N-ethoxy-6-((2-methoxypyrimidin-4-yl)amino)nicotinamide C1(CC1)C1=CC(=C(C=C1F)NC1=CC(=NC=C1C(=O)NOCC)NC1=NC(=NC=C1)OC)N(S(=O)(=O)C)C